C(C=C)(=O)NC1=CC=C(C=C1)C1=NN2N=CN=C(C2=C1C1=CC(=C(C(=O)NC2CCC2)C=C1)F)N 4-(6-(4-acrylamidophenyl)-4-aminopyrazolo[5,1-f][1,2,4]triazin-5-yl)-N-cyclobutyl-2-fluorobenzamide